N-Bocpyrrole-2-carbaldehyde C(=O)(OC(C)(C)C)N1C(=CC=C1)C=O